FC(C1=NN=C(O1)C=1C=CC(=NC1)CN1C(C2=CC(=CC=C2C(C1=O)(C)C)N1CCN(CC1)CCC(C)C)=O)F 2-((5-(5-(difluoromethyl)-1,3,4-oxadiazol-2-yl)pyridin-2-yl)methyl)-7-(4-isopentylpiperazin-1-yl)-4,4-dimethylisoquinoline-1,3(2H,4H)-dione